2-methoxy-4-[[1-[(3S)-3-(1H-1,2,4-triazol-5-yl)pyrrolidine-1-carbonyl]-4-piperidinyl]oxymethyl]benzamide COC1=C(C(=O)N)C=CC(=C1)COC1CCN(CC1)C(=O)N1C[C@H](CC1)C1=NC=NN1